3-(piperidin-1-yl)prop-2-en-1-one N1(CCCCC1)C=CC=O